C1(CC1)OC1=NC=NC(=C1C1=CN(C2=NC(=CC=C21)NC(=O)[C@H]2[C@@H](C2)CN2CCN(CC2)CC)COCC[Si](C)(C)C)OC trans-N-[3-(4-cyclopropoxy-6-methoxypyrimidin-5-yl)-1-{[2-(trimethylsilyl)ethoxy]methyl}pyrrolo[2,3-b]pyridin-6-yl]-2-[(4-ethylpiperazin-1-yl)methyl]cyclopropane-1-carboxamide